8-(2,4-difluorobenzyl)pyrido[2,3-d]pyrimidin-7(8H)-one FC1=C(CN2C(C=CC3=C2N=CN=C3)=O)C=CC(=C1)F